O1CCN(CC1)C1=NC(=C2C=C(C=NC2=C1)NS(=O)(=O)C)OC1CCC(CC1)NC1=NC(=NC=C1)C(F)(F)F N-[7-morpholino-5-[4-[[2-(trifluoromethyl)pyrimidin-4-yl]amino]cyclohexoxy]-1,6-naphthyridin-3-yl]methanesulfonamide